The molecule is a ceramide phosphoinositol compound having a tetracosanoyl group attached to the ceramide nitrogen. It has a role as a Saccharomyces cerevisiae metabolite. It derives from a N-tetracosanoylsphinganine. It is a conjugate acid of an Ins-1-P-Cer(d18:0/24:0)(1-). CCCCCCCCCCCCCCCCCCCCCCCC(=O)N[C@@H](COP(=O)(O)OC1[C@@H]([C@H](C([C@H]([C@H]1O)O)O)O)O)[C@@H](CCCCCCCCCCCCCCC)O